4-((R)-4-acryloyl-3-methylpiperazin-1-yl)-7-(2-amino-3,4,5,6-tetrafluorophenyl)-6-chloro-1-(2-isopropyl-4-methylpyridin-3-yl)-2-oxo-1,2-dihydro-1,8-naphthyridine-3-carbonitrile C(C=C)(=O)N1[C@@H](CN(CC1)C1=C(C(N(C2=NC(=C(C=C12)Cl)C1=C(C(=C(C(=C1F)F)F)F)N)C=1C(=NC=CC1C)C(C)C)=O)C#N)C